CCCCCC(CCC)C(=O)[O-] Nonane-6-carboxylate